N-(3-(2,6-dioxopiperidin-3-yl)-1-methyl-1H-indazol-7-yl)acetamide O=C1NC(CCC1C1=NN(C2=C(C=CC=C12)NC(C)=O)C)=O